6-(4-((5-azaspiro[2.4]heptan-5-yl)methyl)benzyl)-2-amino-4-(butylamino)pyrido[4,3-d]pyrimidin-5(6H)-one C1CC12CN(CC2)CC2=CC=C(CN1C(C3=C(N=C(N=C3NCCCC)N)C=C1)=O)C=C2